ClC1=NN2C(N=CC(=C2[C@H](C)OC)NC2=C(C=C(C=C2)[C@@H](C(F)(F)F)N(C(=O)C2CC2)C)C)=N1 N-[(1S)-1-[4-({2-chloro-7-[(1S)-1-methoxyethyl]-[1,2,4]triazolo[1,5-a]pyrimidin-6-yl}amino)-3-methylphenyl]-2,2,2-trifluoroethyl]-N-methylcyclopropanecarboxamide